ClC1=C(C=CC=C1)C=1C(N(C(C1)=O)CC1CCOCC1)=O 3-(2-chlorophenyl)-1-((tetrahydro-2H-pyran-4-yl)methyl)-1H-pyrrole-2,5-dione